C1(CCCC1)OC=1C=C(C=CC1C)C1=NN(C(=C1CC1=CC=C(C=C1)S(N)(=O)=O)CC1CC1)C=1SC=C(N1)C(=O)O 2-(3-(3-(cyclopentyloxy)-4-methylphenyl)-5-(cyclopropylmethyl)-4-(4-sulfamoylbenzyl)-1H-pyrazol-1-yl)thiazole-4-carboxylic acid